(2R,3R,4R,5R)-2-(4-aminopyrrolo[2,1-f][1,2,4]triazin-7-yl)-2-cyano-5-(((methoxycarbonyl)oxy)methyl)tetrahydrofuran-3,4-diyl dimethyl bis(carbonate) C(O[C@H]1[C@](O[C@@H]([C@H]1OC(OC)=O)COC(=O)OC)(C#N)C1=CC=C2C(=NC=NN21)N)(OC)=O